CN(C1=CC2=C(N=C(S2)C2=CC=C(C=C2)C=2C=CC(=NC2)N(C(OC(C)(C)C)=O)CCOCCI)C=C1)C tert-butyl N-[5-[4-[6-(dimethylamino)-1,3-benzothiazol-2-yl]phenyl]pyridin-2-yl]-N-[2-(2-iodoethoxy)ethyl]carbamate